ethyl 6-bromo-8-(2-oxopyrrolidin-1-yl)imidazo[1,2-a]pyridine-2-carboxylate BrC=1C=C(C=2N(C1)C=C(N2)C(=O)OCC)N2C(CCC2)=O